3-isopropyl-2-(2-methyl-6-(4-methylpiperazin-1-yl)pyridin-4-yl)-5-(piperidin-4-yl)-1H-indole C(C)(C)C1=C(NC2=CC=C(C=C12)C1CCNCC1)C1=CC(=NC(=C1)N1CCN(CC1)C)C